C1(CC1)C=1N=NN(C1)[C@H](C(=O)N1[C@@H](C[C@H](C1)O)C(=O)NC1C(NCCC1C)=O)C(C)(C)C (2S,4R)-1-[(2S)-2-(4-cyclopropyltriazol-1-yl)-3,3-dimethyl-butanoyl]-4-hydroxy-N-(4-methyl-2-oxo-3-piperidyl)pyrrolidine-2-carboxamide